C(C1=CC=CC=C1)OC1=NC(=CC=C1C1=CC=C(C=C1)[C@H]1CN(CCC1)C(=O)OC(C)(C)C)OCC1=CC=CC=C1 tert-butyl (S)-3-(4-(2,6-bis(benzyloxy)pyridin-3-yl)phenyl)piperidine-1-carboxylate